C(C=C)N1C([C@](CC1)(O)C#CC1=CC(=CC=C1)C=1C=CC=2N=C(N=C(C2N1)N)C)=O |r| rac-1-allyl-3-((3-(4-amino-2-methylpyrido[3,2-d]pyrimidin-6-yl)phenyl)ethynyl)-3-hydroxypyrrolidin-2-one